Racemic-N-(2-(3-(3-chloro-4-fluorophenyl)-1-(1-(1-oxo-1,2-dihydroisoquinolin-4-yl)ethyl)ureido)ethyl)acetamide ClC=1C=C(C=CC1F)NC(N([C@H](C)C1=CNC(C2=CC=CC=C12)=O)CCNC(C)=O)=O |r|